N-(4-(1H-benzo[d]imidazol-5-yl)pyridin-2-yl)-6-(difluoromethyl)pyridin-2-amine N1C=NC2=C1C=CC(=C2)C2=CC(=NC=C2)NC2=NC(=CC=C2)C(F)F